CN1C(=NC2=C1C=C(C(=C2)C=2C=CC=C1C(=CNC21)C(=O)C2=CC(=C(C(=C2)F)NC(\C=C\CNC2CCC(CC2)OC)=O)F)C(F)(F)F)C (E)-N-(4-(7-(1,2-dimethyl-6-(trifluoromethyl)-1H-benzo[d]imidazol-5-yl)-1H-indole-3-carbonyl)-2,6-difluorophenyl)-4-(((1r,4r)-4-methoxycyclohexyl)amino)but-2-enamide